ethyl-aluminum di-hydride C(C)[AlH2]